BrC=1N(C(=C(N1)C=1N(C2=C(C=C(N=N2)C(F)(F)F)N1)C)SCC)C 6-[2-bromo-5-(ethylsulfanyl)-1-methyl-1H-imidazol-4-yl]-7-methyl-3-(trifluoromethyl)-7H-imidazo[4,5]pyridazine